C1(CCCCC1)C1=CC=C(C=C1)OC(OC1=CC=C(C=C1)C1CCCCC1)=O di(4-cyclohexylphenyl)-carbonate